N2-(tert-Butoxycarbonyl)-N6-diazo-L-lysine C(C)(C)(C)OC(=O)N[C@@H](CCCCN=[N+]=[N-])C(=O)O